C(CCC)C(COC(CCCCCN(C)C)=O)CCCCCC 6-((2-butyloctyl)oxy)-N,N-dimethyl-6-oxohexane-1-amine